tertbutyl 3-(4-(1-methyl-1H-pyrazol-3-yl)-6-(3,3,4,4-tetrafluoropyrrolidin-1-yl)pyridin-3-yl)pyrrolidine-1-carboxylate CN1N=C(C=C1)C1=C(C=NC(=C1)N1CC(C(C1)(F)F)(F)F)C1CN(CC1)C(=O)OC(C)(C)C